3-deaza-2'-deoxy-2',2'-difluoroadenosine FC1([C@@H](O[C@@H]([C@H]1O)CO)N1C=NC=2C(N)=NC=CC12)F